C(C1=CC=CC=C1)OC=1C=C(N(CC2=CC=C(C=C2)O[Si](C2=CC=CC=C2)(C2=CC=CC=C2)C(C)(C)C)CC2=CC=C(C=C2)O[Si](C2=CC=CC=C2)(C2=CC=CC=C2)C(C)(C)C)C=CC1 3-(Benzyloxy)-N,N-bis[4-[(tert-butyldiphenylsilyl)oxy]benzyl]aniline